O[C@]1(CN(CCOC1)C(=O)OC(C)(C)C)C tert-butyl (S)-6-hydroxy-6-methyl-1,4-oxazepane-4-carboxylate